C(C)(C)(C)N(C(O)=O)C1CCC(CC1)C(CN1CCNCC1)(F)F.ON=C(N[C@@H]1C[C@H](CC1)NC1=NC=C(C=C1)N1N=CC=CC1=O)N 2-hydroxy-1-((1S,3S)-3-((5-(6-oxopyridazin-1(6H)-yl)pyridin-2-yl)amino)cyclopentyl)guanidine tert-butyl-N-[4-(1,1-difluoro-2-piperazin-1-yl-ethyl)cyclohexyl]carbamate